[2-(aminomethyl)-3,3-difluoro-allyl]-4-[5-[2-(2-methoxyethylamino)pyrimidin-5-yl]-3-methyl-2-pyridinyl]-1,2,4-triazol-3-one trifluoroacetate salt FC(C(=O)O)(F)F.NCC(CC=1N(C(NN1)=O)C1=NC=C(C=C1C)C=1C=NC(=NC1)NCCOC)=C(F)F